C(C)(C)N1CCN(CC1)C1=CC=C(C=N1)C1=CC(=CC=2N(C=NC21)C)C2=CC=C(C=C2)N2CCC1(CN(C1)C1COC1)CC2 7-(4-(4-(6-(4-isopropylpiperazin-1-yl)pyridin-3-yl)-1-methyl-1H-benzo[d]imidazol-6-yl)phenyl)-2-(oxetan-3-yl)-2,7-diazaspiro[3.5]nonane